methyl 1-(7-(2-amino-3-cyano-7-fluorobenzo[b]thiophen-4-yl)-6-chloro-8-fluoro-2-(((2R,7aS)-2-fluorotetrahydro-1H-pyrrolizin-7a(5H)-yl)methoxy)quinazolin-4-yl)pyrrolidine-3-carboxylate NC1=C(C2=C(S1)C(=CC=C2C2=C(C=C1C(=NC(=NC1=C2F)OC[C@]21CCCN1C[C@@H](C2)F)N2CC(CC2)C(=O)OC)Cl)F)C#N